tert-butyl ((1r,3r)-3-((1-(5-(4,4,5,5-tetramethyl-1,3,2-dioxaborolan-2-yl)-4,5-dihydropyridin-2-yl)piperidin-4-yl)oxy)cyclobutyl)carbamate CC1(OB(OC1(C)C)C1CC=C(N=C1)N1CCC(CC1)OC1CC(C1)NC(OC(C)(C)C)=O)C